2-methoxy-2-methyl-N-[(trimethoxysilyl)ethyldimethylsiloxydimethylsilyl(methyl)propyl]-1-aza-2-silacyclopentane CO[Si]1(N(CCC1)CCC(C)([Si](C)(C)O[SiH](C)C)CC[Si](OC)(OC)OC)C